2-(3,5-dichloro-4-((5-isopropyl-6-oxyl-1,6-Dihydropyridin-3-yl)oxy)phenyl)-(fluoromethyl)-1,2,4-triazine-3,5(2H,4H)-dione ClC=1C=C(C=C(C1OC1=CNC(C(=C1)C(C)C)O)Cl)N1N=CC(N(C1=O)CF)=O